[4-(4-{3-[(2R)-2-methyl-pyrrolidin-1-yl]-propoxy}-phenoxy)-piperidin-1-yl]-ethanone C[C@H]1N(CCC1)CCCOC1=CC=C(OC2CCN(CC2)C(C)=O)C=C1